(R)-1-(1-((4'-((2-(hydroxymethyl)pyrrolidin-1-yl)methyl)-[1,1'-biphenyl]-4-yl)methyl)-1H-indol-5-yl)-5-methyl-1H-pyrazole-3-carboxamide OC[C@@H]1N(CCC1)CC1=CC=C(C=C1)C1=CC=C(C=C1)CN1C=CC2=CC(=CC=C12)N1N=C(C=C1C)C(=O)N